CC(CCCCCCCCC)=O undecan-2-one